CNS(=O)(=O)C1=CC=C(C=C1)NC1=NC=C(C=C1)C(F)(F)F N-methyl-4-((5-(trifluoromethyl)pyridin-2-yl)amino)benzenesulfonamide